(S)-N-((6-chloro-2-ethyl-1-oxoisoindoline-4-yl)methylene)-2-methylpropane-2-sulfinamide ClC1=CC(=C2CN(C(C2=C1)=O)CC)C=N[S@@](=O)C(C)(C)C